(2S,4R)-1-(2-(3-acetyl-5-(2-cyclopropylpyrimidin-5-yl)-1H-indazol-1-yl)acetyl)-N-(6-bromopyridin-2-yl)-4-fluoropyrrolidine-2-carboxamide C(C)(=O)C1=NN(C2=CC=C(C=C12)C=1C=NC(=NC1)C1CC1)CC(=O)N1[C@@H](C[C@H](C1)F)C(=O)NC1=NC(=CC=C1)Br